(3R,4S,5S)-3-fluoro-1-[4-({8-[(2R,3S)-3-(methanesulfonyl-methyl)-2-methylazetidin-1-yl]-5-(propan-2-yl)-2,7-naphthyridin-3-yl}amino)pyrimidin-2-yl]-5-methoxy-piperidin-4-ol F[C@@H]1CN(C[C@@H]([C@@H]1O)OC)C1=NC=CC(=N1)NC=1N=CC2=C(N=CC(=C2C1)C(C)C)N1[C@@H]([C@H](C1)CS(=O)(=O)C)C